C1=CC=C2C(=C1)C=CC=C2C(=O)OC3=CC=C(C=C3)[N+](=O)[O-] The molecule is a naphthoate ester obtained by formal condensation of the carboxy group of 1-naphthoic acid with the phenolic hydroxy group of 4-nitrophenol. It derives from a 4-nitrophenol.